di-n-butylbutyltin C(CCC)[Sn](CCCC)CCCC